CC1=CC=C(C=C1)C=1N=C2N(C=CC=C2)C1C=O 2-(4-methylphenyl)imidazo[1,2-a]pyridine-3-carbaldehyde